CC1(C=2C=CC=NC2CCN1)C 5,5-dimethyl-5,6,7,8-tetrahydro-1,6-naphthyridine